CC=1C(=NC(=NC1)NC1=CC=NN1C)C=1N=C(OC1)C(=O)NCC1=CC(=CC=C1)SC 4-(5-methyl-2-((1-methyl-1H-pyrazol-5-yl)amino)pyrimidin-4-yl)-N-(3-(methylthio)benzyl)oxazole-2-carboxamide